CC(C)(CC(CC)O)O 2-methyl-2,4-hexanediol